(2S,4R)-4-[(4-bromophenyl)methyl]-2-[(1-methylindol-5-yl)methylcarbamoyl]pyrrolidine-1-carboxylic acid tert-butyl ester C(C)(C)(C)OC(=O)N1[C@@H](C[C@H](C1)CC1=CC=C(C=C1)Br)C(NCC=1C=C2C=CN(C2=CC1)C)=O